trans-rac-3-(2-formylhydrazine-1-carbonyl)-2-methylazetidine-1-carboxylic acid tert-butyl ester C(C)(C)(C)OC(=O)N1[C@H]([C@@H](C1)C(=O)NNC=O)C |r|